C(C)N1N=C2N=CC(=CC2=C1N(C=1SC(=C(N1)C1=CC=C(C=C1)F)C#N)C)N1CC2(C1)CN(C2)C(=O)C2(CCOCC2)O 2-((2-ethyl-5-(6-(4-hydroxytetrahydro-2H-pyran-4-carbonyl)-2,6-diazaspiro[3.3]heptan-2-yl)-2H-pyrazolo[3,4-b]pyridin-3-yl)(methyl)amino)-4-(4-fluorophenyl)thiazole-5-carbonitrile